FC1=C(OC=2C=CC(=NC2)NC([C@H](C)[C@@H]2C[C@@H](CCC2)C2=CC=[N+](C=C2)[O-])=O)C=CC(=C1)F 4-((1R,3S)-3-((R)-1-((5-(2,4-difluorophenoxy)pyridin-2-yl)amino)-1-oxopropan-2-yl)cyclohexyl)pyridine 1-oxide